N-((1-(Cyclobutylmethyl)pyrrolidin-3-yl)methyl)-1-(3-(4-Methoxyphenyl)-1,2,4-oxadiazol-5-yl)piperidin-4-carboxamid C1(CCC1)CN1CC(CC1)CNC(=O)C1CCN(CC1)C1=NC(=NO1)C1=CC=C(C=C1)OC